[Li]C1=CC=CC=2CC3=CC=CC(=C3C12)[Li] 4,5-dilithiofluorene